trisilylarsine [SiH3][As]([SiH3])[SiH3]